O-methyl sulfuroperoxoate S(OC)(=O)(=O)O[O-]